2-(4-methoxyphenyl)propan-2-amine hydrochloride Cl.COC1=CC=C(C=C1)C(C)(C)N